(2R,3S,4S)-4-hydroxy-2-[(4-methoxyphenyl) methyl]pyrrolidin-3-yl 2-(1,3-thiazol-2-yl)acetate S1C(=NC=C1)CC(=O)O[C@H]1[C@H](NC[C@@H]1O)CC1=CC=C(C=C1)OC